N-(3-Cyano-1H-indol-7-yl)-1-(2-hydroxy-1,1-dimethyl-ethyl)pyrazol-4-sulfonamid C(#N)C1=CNC2=C(C=CC=C12)NS(=O)(=O)C=1C=NN(C1)C(CO)(C)C